((((5R)-7,7-dimethyl-5-phenyl-4,5,6,7-tetrahydropyrazolo[1,5-a]pyridin-3-yl)carbonyl)amino)-2-(4-ethylphenyl)propionic acid CC1(C[C@H](CC=2N1N=CC2C(=O)NC(C(=O)O)(C)C2=CC=C(C=C2)CC)C2=CC=CC=C2)C